methyl 4-hydroxy-2-(2-methoxy-5-methylphenyl)-4-phenyltetrahydrofuran-2-carboxylate OC1(CC(OC1)(C(=O)OC)C1=C(C=CC(=C1)C)OC)C1=CC=CC=C1